cyclobutane-1,2-dicarboxylic acid anhydride C12C(CC1)C(=O)OC2=O